6-{4-[1-(difluoromethyl)-1H-pyrazol-4-yl]-3-(trifluoromethyl)phenyl}-4,5-dihydropyridazin-3(2H)-one FC(N1N=CC(=C1)C1=C(C=C(C=C1)C=1CCC(NN1)=O)C(F)(F)F)F